4-fluoroisophthalonitrile FC1=C(C=C(C#N)C=C1)C#N